CSC1=C(N(C2=CC=CC=C12)S(=O)(=O)C1=CC=C(C)C=C1)C1=CC=CC=C1 3-methylthio-2-phenyl-1-p-toluenesulfonyl-1H-indole